4,4,5,5-tetramethyl-2-(5-methylthiophen-2-yl)-1,3,2-dioxaborolane CC1(OB(OC1(C)C)C=1SC(=CC1)C)C